N-[4-(hydroxymethyl)oxan-4-yl]-2-methyl-5-{[2-(trifluoromethyl)pyridin-3-yl]methoxy}-2H-indazole-3-carboxamide OCC1(CCOCC1)NC(=O)C=1N(N=C2C=CC(=CC12)OCC=1C(=NC=CC1)C(F)(F)F)C